C1(=C(C=CC=C1)C1(C=2C=CC=CC2C=2C(=NC3=CC=CC=C3C21)C2=CC=C(C=C2)Cl)O)C2=CC=CC=C2 11-Biphenyl-2-yl-6-(4-chlorophenyl)-11H-indeno[1,2-c]quinolin-11-ol